bis-dimethylamino-pentafluoroethyl-silane CN(C)[SiH](C(C(F)(F)F)(F)F)N(C)C